3-methyl-2-((S)-1-oxo-7-(((S)-1-tritylazetidin-2-yl)methyl)-2,7-diazaspiro[4.4]non-2-yl)butanamide CC(C(C(=O)N)N1C([C@@]2(CC1)CN(CC2)C[C@H]2N(CC2)C(C2=CC=CC=C2)(C2=CC=CC=C2)C2=CC=CC=C2)=O)C